2-[(2e,6e,10e,14e,18e,22e,26e)-3,7,11,15,19,23,27,31-octamethyldotriaconta-2,6,10,14,18,22,26,30-octaenyl]phenol C\C(=C/CC1=C(C=CC=C1)O)\CC\C=C(\CC\C=C(\CC\C=C(\CC\C=C(\CC\C=C(\CC\C=C(\CCC=C(C)C)/C)/C)/C)/C)/C)/C